C(N)(=O)C1=NN(C(=C1)C)C=1C=C2C=CN(C2=CC1)CC1=CC=C(C=C1)C1=CC=C(C=C1)C(=O)O 4'-((5-(3-carbamoyl-5-methyl-1H-pyrazol-1-yl)-1H-indol-1-yl)methyl)-[1,1'-biphenyl]-4-carboxylic acid